COB1OC(C2=NC(=CC=C21)NC2=NC=C(C(=C2)N[C@H](CO)C2=CC=CC=C2)C2=NC(=NO2)C2=CC=NC=C2)(C)C (S)-2-((2-((1-methoxy-3,3-dimethyl-1,3-dihydro-[1,2]oxaborolo[4,3-b]pyridin-5-yl)amino)-5-(3-(pyridin-4-yl)-1,2,4-oxadiazol-5-yl)pyridin-4-yl)amino)-2-phenylethan-1-ol